BrC1=C(C=CC=C1)P(C1=CC=CC=C1)(C1=CC=CC=C1)=CC1=C(C=CC(=C1)[N+](=O)[O-])O 2-((bromotriphenylphosphoranylidene)methyl)-4-nitrophenol